C(C)(=O)N[C@H]1[C@H](OCCCOC)O[C@@H]([C@H]([C@@H]1O)O)CO 3-Methoxypropyl 2-(acetylamino)-2-deoxy-β-D-glucopyranoside